ClC=1C=C2CC(CC2=CC1)OC(CC(C(=O)OCC(=O)O)=C)=O 2-((4-((5-chloro-2,3-dihydro-1H-inden-2-yl)oxy)-2-methylene-4-oxobutanoyl)oxy)acetic acid